N-phenyl-4-(1,2,3,4-tetrahydroquinoline-1-carbonyl)benzenesulfonamide C1(=CC=CC=C1)NS(=O)(=O)C1=CC=C(C=C1)C(=O)N1CCCC2=CC=CC=C12